CC=1C(NC2=CC=C(C=C2C1)SC(F)(F)F)=O methyl-6-trifluoromethylthioquinolinone